[N-]=C=O.C1(CCCC(N1)=O)=O glutarimide isocyanate